1-methyl-N-(5-(2-(4-(trifluoromethyl)phenoxy)ethyl)-1H-indol-3-yl)-1H-pyrazole-3-sulfonamide CN1N=C(C=C1)S(=O)(=O)NC1=CNC2=CC=C(C=C12)CCOC1=CC=C(C=C1)C(F)(F)F